[N+](=O)([O-])C1=CC=C(C=C1)C1=CC=C(C=C1)[N+](=O)[O-] 2-(4-nitrophenyl)-5-nitrobenzene